C(#N)CCCOC1=CC=C(C=C1)C1=CC=CC=C1 4'-(3-cyanopropoxy)-[1,1'-biphenyl]